CN(C(=O)C1=NC=C(C=N1)C1=CC=C(C(=N1)OC)NC(=O)C=1C(=NOC1C)C1=CC=CC=C1)C [6-[2-(dimethylcarbamoyl)pyrimidin-5-yl]-2-methoxy-3-pyridinyl]-5-methyl-3-phenyl-isoxazole-4-carboxamide